FC(C1=CC=C(C=C1)N1C=CC2=CC(=CC=C12)S(=O)(=O)N)(F)F 1-(4-(trifluoromethyl)phenyl)-1H-indole-5-sulfonamide